N1=C(C=CC=C1)CN(CC1=NC=CC=C1)CC1=C(C(=CC(=C1)C(C)(C)C)CN(CC1=NC=CC=C1)CC1=NC=CC=C1)O 2,6-bis(N,N-bis(2-pyridylmethyl)aminomethyl)-4-tert-butylphenol